2H-PYRAN-3-AMINE O1CC(=CC=C1)N